CN1C(N(C2=C1C(=CC=C2)N2CCC(CC2)CC2CCNCC2)C2CNCCC2)=O 3-[3-methyl-2-oxo-4-[4-(4-piperidylmethyl)-1-piperidyl]benzimidazol-1-yl]piperidine